1-(2-Cyano-4-(6,6-difluoro-3-azabicyclo[3.1.0]hex-3-yl)benzyl)-1H-pyrazole-4-carboxylic acid C(#N)C1=C(CN2N=CC(=C2)C(=O)O)C=CC(=C1)N1CC2C(C2C1)(F)F